C(#N)C1=CC=C(C=C1)NC=1C2=C(N=C(N1)SC1(CCC1)C(=O)O)CCC2 ((4-((4-cyanophenyl)amino)-6,7-dihydro-5H-cyclopenta[d]pyrimidin-2-yl)thio)cyclobutane-1-carboxylic acid